C(C)(C)(C)OOC(C)=O.C1(=CC=CC=C1)C1=NNC(=N1)C=1C=NC=NC1 5-(3-phenyl-1,2,4-triazol-5-yl)pyrimidine tert-butyl-perOxyacetate